N-((4-(benzo[d]thiazol-5-yl)-4,5,6,7-tetrahydropyrazolo[1,5-a]pyrimidin-6-yl)methyl)acrylamide S1C=NC2=C1C=CC(=C2)N2C=1N(CC(C2)CNC(C=C)=O)N=CC1